3,7-diamino-phenothiazin-S-ium NC=1C=CC2=NC3=CC=C(C=C3[S+]=C2C1)N